6'-[4-(4,4,5,5-tetramethyl-1,3,2-dioxaborolan-2-yl)phenyl]spiro[fluoren-9,11'-indeno[1,2-c]chinolin] CC1(OB(OC1(C)C)C1=CC=C(C=C1)C1=NC2=CC=CC=C2C2=C1C=1C=CC=CC1C21C2=CC=CC=C2C=2C=CC=CC21)C